C(C)(C)NC1=NC=CC(=C1)CN1C(N(C(C1(C)C)=O)C=1C=CC(=NC1)C(C#N)(C)C)=O 2-(5-(3-((2-(isopropylamino)pyridin-4-yl)methyl)-4,4-dimethyl-2,5-dioxoimidazolidin-1-yl)pyridin-2-yl)-2-methylpropanenitrile